1,3,5-Trimethyl-2,4,6-tris-(3,5-di-tert-butyl-4-hydroxybenzyl)benzene γ-glutamyl-folate N[C@@H](CCC(=O)OC(CC[C@@H](C(=O)O)NC(=O)C1=CC=C(NCC2=CN=C3N=C(N)NC(=O)C3=N2)C=C1)=O)C(=O)O.CC1=C(C(=C(C(=C1CC1=CC(=C(C(=C1)C(C)(C)C)O)C(C)(C)C)C)CC1=CC(=C(C(=C1)C(C)(C)C)O)C(C)(C)C)C)CC1=CC(=C(C(=C1)C(C)(C)C)O)C(C)(C)C